S1C(=CC=C1)/C=C/C1=NN(C=C1)COCCO (E)-2-((3-(2-(thiophen-2-yl)vinyl)-1H-pyrazol-1-yl)methoxy)ethan-1-ol